3-((4-(5-(chlorodifluoromethyl)-1,2,4-oxadiazol-3-yl)benzyl)amino)-4-((1-methyl-1H-imidazol-4-yl)amino)cyclobut-3-ene-1,2-dione ClC(C1=NC(=NO1)C1=CC=C(CNC=2C(C(C2NC=2N=CN(C2)C)=O)=O)C=C1)(F)F